8-(benzo[b]thiophen-2-yl)-3-methoxy-6-methylcinnoline S1C2=C(C=C1C=1C=C(C=C3C=C(N=NC13)OC)C)C=CC=C2